CC1(COC(C2=CC=C(C=C12)OC)CNC)C 1-((4,4-dimethyl)-6-methoxyisochroman-1-yl)-N-methyl-methylamine